C(C)(C)(C)C(=O)C1=CC(=C(C=C1)B(O)O)N 4-(t-butylcarbonyl)-aminophenyl-boronic acid